C1(=CC=CC=C1)P(C1=C(C=CC=C1)C1=C(C=CC=C1)P(C1=CC=CC=C1)C1=CC=CC=C1)C1=CC=CC=C1 (±)-2,2'-bis(diphenylphosphino)-1,1-biphenyl